Butadienylbenzoate C(=CC=C)OC(C1=CC=CC=C1)=O